FC(C1=NC=C(C=N1)COC1CN(C1)C=O)(F)F [3-[[2-(trifluoromethyl)pyrimidin-5-yl]methoxy]azetidin-1-yl]methanone